2-(3-chloro-6-oxopyridazin-1-yl)-2-methylpropionate ClC1=NN(C(C=C1)=O)C(C(=O)[O-])(C)C